FC1=C(C(=CC(=C1)F)F)C(C)=O 1-(2,4,6-trifluorophenyl)ethanone